2-ethoxy-4-methylbenzene-1-sulfonic acid C(C)OC1=C(C=CC(=C1)C)S(=O)(=O)O